N.[Ag].[Cu] copper silver ammonia